COC(=O)C1=CC2=CC[C@H]3[C@@H]4CCC[C@@]4(CC(=O)NC(C)(C)C)CC[C@@H]3[C@]2(CC1)C (N-tert-butyl-amino-formyl)androsta-3,5-diene-3-carboxylic acid methyl ester